F[P-](F)(F)(F)(F)F.Br[P+](C(C)C)(C(C)C)C(C)C bromotriisopropyl-phosphonium hexafluorophosphate